C(COCCO)OCCO 2,2'-[Ethane-1,2-diylbis(oxy)]di(ethan-1-ol)